mononitroBenzotrifluoride [N+](=O)([O-])C1=CC=C(C=C1)C(F)(F)F